6-chloro-4,9-dihydro-3H-pyrido[3,4-b]indol-2-ium chloride [Cl-].ClC=1C=C2C3=C(NC2=CC1)C=[NH+]CC3